ClCC1=CC=C(C=C1)CCl 1,4-dichloromethylbenzene